5-((trans-3-ethylpiperidin-4-yl)amino)-6-(4-fluorobenzyl)pyrazine-2-carboxylic acid methyl ester COC(=O)C1=NC(=C(N=C1)N[C@H]1[C@@H](CNCC1)CC)CC1=CC=C(C=C1)F